NC[C@@H]1C[C@H](CCC1)CN trans-1,3-bis(aminomethyl)cyclohexane